S1C(=NC2=C1C=CC=C2)NC2=C(C=C(N=N2)N(C=2SC(=C(N2)C(=O)O)CCCOC2=C(C=C(C=C2)CCCNC)F)CCCCO)C 2-[[6-(1,3-Benzothiazol-2-ylamino)-5-methyl-pyridazin-3-yl]-(4-hydroxybutyl)amino]-5-[3-[2-fluoro-4-[3-(methylamino)propyl]phenoxy]propyl]thiazole-4-carboxylic acid